Ethyl 4-chloro-2-(1-{[(4-chlorophenyl)amino]carbonyl}-5,6,7,8-tetrahydroindolizin-3-yl)benzoate ClC1=CC(=C(C(=O)OCC)C=C1)C1=CC(=C2CCCCN12)C(=O)NC1=CC=C(C=C1)Cl